(1S,2R,3R,5R)-3-((E)-2-(2-Amino-3-bromoquinolin-7-yl)ethenyl)-5-(4-methyl-5,6-Dihydro-7H-pyrrolo[2,3-d]pyrimidin-7-yl)cyclopentane-1,2-diol NC1=NC2=CC(=CC=C2C=C1Br)/C=C/[C@@H]1[C@H]([C@H]([C@@H](C1)N1CCC2=C1N=CN=C2C)O)O